C1(=CC=C2C=CC=C12)C(=O)[O-].C(C)(C)(C)OC(=O)N(C1(C(=NNC1=O)C=1C=[N+](C=CC1)O)C)O 3-(4-{[(tert-butoxy)carbonyl](hydroxy)amino}-4-methyl-5-oxo-4,5-dihydro-1H-pyrazol-3-yl)pyridin-1-ium-1-ol pentalenate